5-chloro-N2-(2-(4-methylpiperazin-1-yl)pyrimidin-5-yl)-N4-(3-(trifluoromethyl)phenyl)pyrimidine-2,4-diamine ClC=1C(=NC(=NC1)NC=1C=NC(=NC1)N1CCN(CC1)C)NC1=CC(=CC=C1)C(F)(F)F